Ethyl 3-cyclopropyl-1-(9-ethyl-6-morpholino-8-(pyridin-4-yl)-9H-purin-2-yl)-1H-pyrazole-5-carboxylate C1(CC1)C1=NN(C(=C1)C(=O)OCC)C1=NC(=C2N=C(N(C2=N1)CC)C1=CC=NC=C1)N1CCOCC1